FC1=C(C=CC(=C1)OC)OC(C)(C#C)C 2-fluoro-4-methoxy-1-((2-methylbut-3-yn-2-yl)oxy)benzene